40-hydroxytetracontyl eicos-13-enoate C(CCCCCCCCCCCC=CCCCCCC)(=O)OCCCCCCCCCCCCCCCCCCCCCCCCCCCCCCCCCCCCCCCCO